ClC=1C=C(C=CC1)[C@@H](CC(F)(F)F)NC(=O)C=1C=C2CN(C(C2=CC1)=O)C1C(NC(CC1)=O)=O N-((R)-1-(3-chlorophenyl)-3,3,3-trifluoropropyl)-2-(2,6-dioxopiperidin-3-yl)-1-oxoisoindoline-5-carboxamide